C(C)(=O)N1CC2(CN(C2)CC2=C(C(=NC=C2)NC=2C(=C(C=CC2)C2=C(C(=NC=C2)C2=CC(=C(CNC[C@@H]3CCC(N3)=O)C=C2)OC)Cl)Cl)F)CC1 (S)-5-(((4-(4-(3-((4-((6-acetyl-2,6-diazaspiro[3.4]octan-2-yl)methyl)-3-fluoropyridin-2-yl)amino)-2-chlorophenyl)-3-chloropyridin-2-yl)-2-methoxybenzyl)amino)methyl)pyrrolidin-2-one